N,N'-di(4-aminophenyl)terephthalamide NC1=CC=C(C=C1)NC(C1=CC=C(C(=O)NC2=CC=C(C=C2)N)C=C1)=O